CC1=C(C(=CC=C1)C)C=1N=C2NS(C=3C=CC=C(NC(C4CNCC(OC(C1)=N2)C4)=O)N3)(=O)=O 19-(2,6-dimethylphenyl)-2-oxa-15λ6-thia-5,9,16,18,21,22-hexaazatetracyclo[15.3.1.13,7.110,14]tricosa-1(21),10,12,14(22),17,19-hexaene-8,15,15-trione